ClC=1C=C(C=CC1F)C(OCC=1C(=NC(=CC1)C(F)(F)F)C)C=1NC(=C(N1)S(=O)(=O)C)C 3-(((3-chloro-4-fluorophenyl)(5-methyl-4-(methylsulfonyl)-1H-imidazol-2-yl)methoxy)methyl)-2-methyl-6-(trifluoromethyl)pyridine